C1[C@H](O)[C@@H](O)[C@H](O1)[C@H](O)CO 1,4-anhydrosorbitol